NC1=C(C(C(=C(O1)CC(=O)OC)C(=O)OC)C1=CC(=CC=C1)NC(=O)NC1=CC=CC=C1)C#N methyl 6-amino-5-cyano-2-(2-methoxy-2-oxoethyl)-4-[3-(3-phenylureido) phenyl]-4H-pyran-3-carboxylate